C(C)(C)(C)OC(=O)N1CCC2(CC1)CCC(CC2)N2N=C1C=C(C(=CC1=C2)[N+](=O)[O-])OC 9-(6-methoxy-5-nitro-2H-indazol-2-yl)-3-azaspiro[5.5]undecane-3-carboxylic acid tert-butyl ester